2-cyclopropyl-imidazo[1,2-b]Pyridazine-8-carboxylic acid C1(CC1)C=1N=C2N(N=CC=C2C(=O)O)C1